BrC=1C=C(C=CC1)C1=NC2=CC(=CC=C2C(=N1)C(=O)O)C(F)(F)F 2-(3-bromo-phenyl)-7-trifluoromethyl-quinazoline-4-carboxylic acid